(4-methylphenyl)-D-alaninamide CC1=CC=C(C=C1)N[C@H](C)C(=O)N